3-(3-(difluoromethyl)-8-methyl-[1,2,4]triazolo[4,3-a]pyridin-7-yl)propanoic acid FC(C1=NN=C2N1C=CC(=C2C)CCC(=O)O)F